CN1C(=NC=C1[N+](=O)[O-])C 1,2-dimethyl-5-nitroimidazole